C1(CCC1)N1C(=CC2=CC(=C(C=C12)C1=NN=NN1)F)C1=CC=C(N)C=C1 4-(1-cyclobutyl-5-fluoro-6-(1H-tetrazol-5-yl)-1H-indol-2-yl)aniline